1-bromo-3,5-pentadecadiene BrCCC=CC=CCCCCCCCCC